N-(1H-benzotriazol-1-ylmethyl)benzamide N1(N=NC2=C1C=CC=C2)CNC(C2=CC=CC=C2)=O